FC=1C(=NC(=NC1)N[C@H]1CN(CCC1)C(=O)OC(C)(C)C)C1=CN=C2N1C=C(N=C2)C(C(F)(F)F)(C)O |r| tert-butyl rac-(3R)-3-[[5-fluoro-4-[6-(2,2,2-trifluoro-1-hydroxy-1-methyl-ethyl)imidazo[1,2-a]pyrazin-3-yl]pyrimidin-2-yl]amino]piperidine-1-carboxylate